N1C(C2(C3=CC=CC=C13)NC=CC=N2)=O pyrimidinespiroindolinone